OCC1(NCCC1)C 2-(hydroxymethyl)-2-methylpyrrolidine